O=C1N(CCC(N1)=O)C=1C=C(CN(C2CCN(CC2)C2=CC=C(C(=O)NC=3C4=C(NN3)CN(C4)C([C@@H](C4=CC=CC=C4)OC)=O)C=C2)C)C=CC1 (R)-4-(4-((3-(2,4-dioxotetrahydropyrimidin-1(2H)-yl)benzyl)(methyl)amino)piperidin-1-yl)-N-(5-(2-methoxy-2-phenylacetyl)-1,4,5,6-tetrahydropyrrolo[3,4-c]pyrazol-3-yl)benzamide